Cl.Cl.ClC1=CC=C(C=C1)C=1N=C2N(C=CC=C2)C1CN1CC2NC(C1)C2 3-{[2-(4-chlorophenyl)imidazo[1,2-a]pyridin-3-yl]-methyl}-3,6-diazabicyclo[3.1.1]heptane dihydrochloride